C(C)(C)(C)OC(N[C@@H]1CN(CC1)C1=CC(=C(C=C1)N)[N+](=O)[O-])=O (S)-(1-(4-amino-3-nitrophenyl)pyrrolidin-3-yl)carbamic acid tert-butyl ester